C(C(=O)O)(=O)O.N1C=CC=2C1=NC=C(C2)OC2=C(C(=O)OC)C=CC(=C2)N2CCN(CC2)CC2=C(CC(CC2)(C)C)C2=CC=C(C=C2)Cl Methyl 2-((1H-pyrrolo[2,3-b]pyridin-5-yl)oxy)-4-(4-((4'-chloro-5,5-dimethyl-3,4,5,6-tetrahydro-[1,1'-biphenyl]-2-yl)methyl) piperazin-1-yl)benzoate oxalate